(S)-2-(3-(3-aminophenoxy)pyrrolidin-1-yl)-N-(3-(2-((1,5-dimethyl-1H-pyrazol-3-yl)amino)-5-methylpyrimidin-4-yl)-1H-indol-7-yl)acetamide NC=1C=C(O[C@@H]2CN(CC2)CC(=O)NC=2C=CC=C3C(=CNC23)C2=NC(=NC=C2C)NC2=NN(C(=C2)C)C)C=CC1